COC(=O)C=1NC=C(C1)Br.OC1=C(C=C(C=C1)N)N1N=C2C(=N1)C=CC=C2 2-(2'-hydroxy-5'-aminophenyl)benzotriazole methyl-4-bromo-1H-pyrrole-2-carboxylate